N(C1=CC=CC=C1)C1=C(NC2=C1C(N(CC2C)C)=O)C2=CC(=NC=C2)NC(CC2=CC=C(C=C2)F)=O (+)-N-{4-[3-Anilino-5,7-dimethyl-4-oxo-4,5,6,7-tetrahydro-1H-pyrrolo[3,2-c]pyridin-2-yl]pyridin-2-yl}-2-(4-fluorophenyl)acetamid